N-(5-(3,5-dichloro-4-methoxyphenyl)-1,3,4-oxadiazol-2-yl)-4-((trifluoromethyl)thio)benzamide ClC=1C=C(C=C(C1OC)Cl)C1=NN=C(O1)NC(C1=CC=C(C=C1)SC(F)(F)F)=O